C(C)(=O)N1CCN(CC1)CC1=CC=C2C(NC(=NC2=C1)C1=CC=CC=C1)=O 7-[(4-Acetylpiperazin-1-yl)methyl]-2-phenyl-3,4-dihydro-quinazolin-4-one